C(OCC)(OCCCCCCCCCCCC)=O ethyl dodecyl carbonate